ClCC1OC(OC1)(C1=C(C=C(C=C1)Cl)Cl)CN1N=CN=C1 1-((4-(chloromethyl)-2-(2,4-dichlorophenyl)-1,3-dioxolan-2-yl)methyl)-1H-1,2,4-triazole